(R)-2-methyl-2,3,4,5-tetrahydro-[1,4]oxazepino[7,6-g]quinoline C[C@H]1OC2=CC=3C=CC=NC3C=C2CNC1